C(C)N1C(C(=CC(=C1)C1(CC(C1)C)C1=NN=CN1C)N1C(C2=CC(=CC(=C2C1)C(F)(F)F)CN1C[C@H](CCC1)C)=O)=O (S)-2-(1-ethyl-5-(3-methyl-1-(4-methyl-4H-1,2,4-triazol-3-yl)cyclobutyl)-2-oxo-1,2-dihydropyridin-3-yl)-6-((3-methylpiperidin-1-yl)methyl)-4-(trifluoromethyl)isoindolin-1-one